OC(CN1CCC(CC1)C=1C=C2C(=C(NC2=CC1)C=1C=C(C(N(C1)C)=O)C=1C=NC=NC1)C(C)C)(C)C 5-(5-(1-(2-hydroxy-2-methylpropyl)piperidin-4-yl)-3-isopropyl-1H-indol-2-yl)-1-methyl-3-(pyrimidin-5-yl)pyridin-2(1H)-one